FC1=C(CN2C(C3(CC2)CCNCC3)=O)C=C(C=C1)F 2-(2,5-difluorobenzyl)-2,8-diazaspiro[4.5]decane-1-one